1-(9-ethyl-6-morpholino-8-(pyridin-4-yl)-9H-purin-2-yl)-4-phenyl-1H-pyrazole-3-carboxylic acid ethyl ester C(C)OC(=O)C1=NN(C=C1C1=CC=CC=C1)C1=NC(=C2N=C(N(C2=N1)CC)C1=CC=NC=C1)N1CCOCC1